5-[4-[3-(aminomethyl)pyrrolidin-1-yl]-5-(anilinomethyl)pyrimidin-2-yl]-2-(trifluoromethyl)benzonitrile NCC1CN(CC1)C1=NC(=NC=C1CNC1=CC=CC=C1)C=1C=CC(=C(C#N)C1)C(F)(F)F